2-(((1r,4r)-4-aminocyclohexyl)amino)-3,4-dioxetan NC1CCC(CC1)NC1COO1